(3-bromophenyl)(6-(4-methoxybenzylamino)pyridazin-3-yl)methanol ethyl-8-chloro-4-(dimethylamino)-1,7-naphthyridine-3-carboxylate C(C)C1=NC2=C(N=CC=C2C(=C1C(=O)OC(C=1N=NC(=CC1)NCC1=CC=C(C=C1)OC)C1=CC(=CC=C1)Br)N(C)C)Cl